C(#N)C1=CC2=C(N=C(S2)NC=2C=C(C(=O)N[C@@H]3CNCC3)C=C(N2)C)C=C1 (S)-2-((6-cyanobenzo[d]-thiazol-2-yl)amino)-6-methyl-N-(pyrrolidin-3-yl)isonicotinamide